racemic-methyl (1-trityl-4-methylpiperidin-3-yl)carbamate C(C1=CC=CC=C1)(C1=CC=CC=C1)(C1=CC=CC=C1)N1CC(C(CC1)C)NC(OC)=O